(1R,5S)-8-((2-Methyl-6-(trifluoromethyl)pyridin-3-yl)sulfonyl)-N-((tetrahydro-2H-pyran-4-yl)methyl)-8-azabicyclo[3.2.1]octan-3-amine CC1=NC(=CC=C1S(=O)(=O)N1[C@H]2CC(C[C@@H]1CC2)NCC2CCOCC2)C(F)(F)F